NC1=C(C=C(C=N1)NC(C(=O)N1C(CC[C@@H](C1)C)C=1C=C2CC3(C(NC2=CC1)=O)CC3)=O)CC N-(6-amino-5-ethylpyridin-3-yl)-2-((5S)-5-methyl-2-(2'-oxo-1',4'-dihydro-2'H-spiro[cyclopropane-1,3'-quinolin]-6'-yl)piperidin-1-yl)-2-oxoacetamide